NC1(CC1)C1=CC=C(C=C1)[C@]12[C@](C=3C(=NC(=CC3O1)OC)OC)([C@@H]([C@@H]([C@H]2C2=CC=CC=C2)CN(C)C)O)O (5ar,6s,7s,8r,8as)-5a-(4-(1-aminocyclopropyl)phenyl)-7-((dimethylamino)methyl)-1,3-dimethoxy-6-phenyl-5a,6,7,8-tetrahydro-8aH-cyclopenta[4,5]furo[3,2-c]pyridine-8,8a-diol